7-methoxy-N-methyl-4-(4-(3-(2-phenylacetyl)thioureido)phenoxy)quinoline-6-carboxamide COC1=C(C=C2C(=CC=NC2=C1)OC1=CC=C(C=C1)NC(=S)NC(CC1=CC=CC=C1)=O)C(=O)NC